FC1(CC(C1)[C@H](CC(=O)N[C@@H](COC(F)F)C1=CC(=CC=C1)OC(F)F)O)F (S)-3-(3,3-difluorocyclobutyl)-N-((R)-2-(difluoromethoxy)-1-(3-(difluoromethoxy)phenyl)ethyl)-3-hydroxypropanamide